Cl.FC=1C=C(OC2=C3C(=NC=C2)NC=C3C3=NC(=NC=C3)N)C=CC1 4-(4-(3-fluorophenoxy)-1H-pyrrolo[2,3-b]pyridin-3-yl)pyrimidin-2-amine hydrochloride